(S)-4-((S)-7-allyl-7-(2-bromobenzyl)-2-chloro-8-oxo-5,6,7,8-tetrahydroquinazolin-4-yl)-2-(cyanomethyl)piperazine-1-carboxylic acid tert-butyl ester C(C)(C)(C)OC(=O)N1[C@H](CN(CC1)C1=NC(=NC=2C([C@](CCC12)(CC1=C(C=CC=C1)Br)CC=C)=O)Cl)CC#N